COC1=CC2=C(C3=C(C4=C(N=C(O4)C4=CC=C(C#N)C=C4)C4=C5C(=C6C=C(C(=C2C6=C43)OCCCCC)OCCCCC)C=C(C(=C5)OCCCCC)OCCCCC)OCCCCC)C=C1OC 4-(12,13-dimethoxy-5,6,9,10,15-penta(pentyloxy)dibenzo[4,5:9,10]pyreno[1,2-d]oxazol-2-yl)benzonitrile